tert-butyl-piperazin-1-carboxylate C(C)(C)(C)OC(=O)N1CCNCC1